N-(1-cyclobutyl-6-fluoro-1H-indol-2-yl)-3,3-dimethylbutyramide C1(CCC1)N1C(=CC2=CC=C(C=C12)F)NC(CC(C)(C)C)=O